FC1=CC=C(C=C1)C1=CC2=C(N=CN=C2NCC=2N=NC(=CC2)C)C=N1 6-(4-Fluorophenyl)-N-((6-methylpyridazin-3-yl)methyl)pyrido[3,4-d]pyrimidin-4-amine